O=C1NC(CCC1N1C(N(C2=C1C=CC(=C2)CCCC2CCN(CC2)C(=O)OC(C)(C)C)C)=O)=O tert-butyl 4-[3-[1-(2,6-dioxopiperidine-3-yl)-3-methyl-2-oxo-1,3-benzodiazol-5-yl]propyl]piperidine-1-carboxylate